OCCC1(COC1)CCC 3-Hydroxyethyl-3-propyl-Oxetane